1-(6-(Azidomethyl)pyridin-3-yl)dihydropyrimidine-2,4(1H,3H)-dione N(=[N+]=[N-])CC1=CC=C(C=N1)N1C(NC(CC1)=O)=O